CC1(N2C(OC1)=C(C=N2)C(=O)OCC)C ethyl 3,3-dimethyl-2,3-dihydropyrazolo[5,1-b]oxazole-7-carboxylate